3,5-dibromo-1-(propan-2-yl)-1H-1,2,4-triazole BrC1=NN(C(=N1)Br)C(C)C